CC1=CC=C(C=C1)[C@@H]1C(OC(O1)=O)(C)C (R)-5-(4-methylphenyl)-4,4-dimethyl-1,3-dioxolan-2-one